Rac-2-amino-1-(4-(5-(piperidin-1-ylmethyl)-5,6-dihydro-1,4,2-dioxazin-3-yl)piperidin-1-yl)propan-1-one NC(C(=O)N1CCC(CC1)C1=NOCC(O1)CN1CCCCC1)C